methyl (2S)-3-[3-bromo-2-hydroxy-5-(trifluoromethyl)phenyl]-2-[(tert-butoxycarbonyl)amino]propanoate BrC=1C(=C(C=C(C1)C(F)(F)F)C[C@@H](C(=O)OC)NC(=O)OC(C)(C)C)O